6-[4-fluoro-2-(piperidin-4-yl)-1,3-benzothiazol-6-yl]-2-methyl-8-phenoxyimidazo[1,2-b]pyridazine FC1=CC(=CC2=C1N=C(S2)C2CCNCC2)C=2C=C(C=1N(N2)C=C(N1)C)OC1=CC=CC=C1